OC1C(OC2=CC(=CC=C2C1=O)O)C=1C=CC2=C(OC(C(O2)C2=CC(=C(C=C2)O)OC)CO)C1 3,7-dihydroxy-4-oxo-2-[3-(4-hydroxy-3-methoxyphenyl)-2-(hydroxymethyl)-2,3-dihydro-1,4-benzodioxin-7-yl]-2,3-dihydro-4H-chromene